BrC1=CC=CC2=C1CCN(S2(=O)=O)C(C)(C)C 5-bromo-2-(2-methylpropan-2-yl)-3,4-dihydro-2H-1λ6-benzo[2,1-e][1,2]thiazine-1,1-dione